CC1(OC(CC1C(=O)NC=1N=C2N(C=C(C=C2)C2=CC(=NC=C2)C)C1)(C)C)C 2,2,5,5-tetramethyl-N-[6-(2-methylpyridin-4-yl)imidazo[1,2-a]pyridin-2-yl]oxolane-3-carboxamide